sodium (S)-3-(3-(1,6-dimethyl-4-oxido-2-oxo-1,2-dihydropyridin-3-yl)ureido)-3-(5-methoxy-2',6'-dimethylbiphenyl-3-yl)propanoate CN1C(C(=C(C=C1C)[O-])NC(N[C@@H](CC(=O)[O-])C=1C=C(C=C(C1)OC)C1=C(C=CC=C1C)C)=O)=O.[Na+].[Na+]